ClC=1C(=C(CN2CC(C(CC2)(C(=O)O)CC2=NC(=CC=C2F)NC2=NNC(=C2)C)C)C=CC1)F 1-(3-chloro-2-fluorobenzyl)-4-((3-fluoro-6-((5-methyl-1H-pyrazol-3-yl)amino)pyridin-2-yl)methyl)-3-methylpiperidine-4-carboxylic acid